diethyl-dinitroacetic acid C(C)OC(C([N+](=O)[O-])([N+](=O)[O-])CC)=O